ClC1=C(OC2=C(C(=CC3=C2NC(=NS3(=O)=O)NCC3=NC=CC=C3OC)F)F)C=CC=C1 5-(2-chlorophenoxy)-6,7-difluoro-3-(((3-methoxypyridin-2-yl)methyl)amino)-4H-benzo[e][1,2,4]thiadiazine 1,1-dioxide